N1C(=NC=C1)CC(=O)O Imidazole-acetic acid